N-carboxy-β-vinyl-β-alanine C(=O)(O)NC(CC(=O)O)C=C